6-(5-(4-((1-acetylazetidin-3-yl)oxy)phenyl)-2-amino-6-fluoropyridin-3-yl)-3,4-dihydroisoquinolin-1(2H)-one C(C)(=O)N1CC(C1)OC1=CC=C(C=C1)C=1C=C(C(=NC1F)N)C=1C=C2CCNC(C2=CC1)=O